Geranyl-linalool CC(=CCCC(=CCC=CC(C)(CCC=C(C)C)O)C)C